(R)-N-(4-(4-methylpiperazin-1-yl)phenyl)-6-(3-(3-phenoxyphenyl)isoxazolidin-2-yl)pyrimidin-4-amine CN1CCN(CC1)C1=CC=C(C=C1)NC1=NC=NC(=C1)N1OCC[C@@H]1C1=CC(=CC=C1)OC1=CC=CC=C1